C(C)(C)(C)OC(=O)N[C@@H](CC(=O)OCC)C=1C=C(C=C(C1F)C(F)(F)F)C1=C(C=C(C=C1OCCCC=C)C)C Ethyl (S)-3-((tert-butoxycarbonyl)amino)-3-(4-fluoro-2',4'-dimethyl-6'-(pent-4-en-1-yloxy)-5-(trifluoromethyl)-[1,1'-biphenyl]-3-yl)propanoate